Tert-Butyl 4-hydroxy-8-methyl-5H,6H,7H,8H-pyrido[3,4-d]pyrimidine-7-carboxylate OC=1C2=C(N=CN1)C(N(CC2)C(=O)OC(C)(C)C)C